C(C1=NC=C(C(=O)[O-])C=C1)(=O)[O-] azaterephthalate